Heptane-5-carboxylic acid methyl ester COC(=O)C(CCCC)CC